S1C(=NC2=C1C=CC=C2)NC(=O)C2=CC=C(CN1CCN(CC1)C(=O)NC1CCCCC1)C=C2 4-(4-(benzo[d]thiazol-2-ylcarbamoyl)benzyl)-N-cyclohexylpiperazine-1-carboxamide